(2S)-2-((8R,9aS)-8-amino-1-oxo-5-phenethylhexahydro-1H-pyrrolo[1,2-a][1,4]diazepin-2(3H)-yl)-N-(3,4-dichlorobenzyl)-3-((2-hydroxyphenyl)thio)propanamide N[C@@H]1C[C@@H]2N(C(CCN(C2=O)[C@@H](C(=O)NCC2=CC(=C(C=C2)Cl)Cl)CSC2=C(C=CC=C2)O)CCC2=CC=CC=C2)C1